2-[3-[4-[3-[3-amino-6-(2-hydroxyphenyl)pyridazin-4-yl]-3,8-diazabicyclo[3.2.1]oct-8-yl]-2-pyridinyl]prop-2-ynyl]-2-azaspiro[3.3]heptan-6-ol NC=1N=NC(=CC1N1CC2CCC(C1)N2C2=CC(=NC=C2)C#CCN2CC1(C2)CC(C1)O)C1=C(C=CC=C1)O